C(#N)C(C#N)=C cyano(acrylonitrile)